C1(CC1)C=1C=C(C=CC1)C1=NN(C=2C1=NC=C(C2)C(=O)NC2(CS(C2)(=O)=O)C)CC(C)(C)O 3-(3-cyclopropylphenyl)-1-(2-hydroxy-2-methylpropyl)-N-(3-methyl-1,1-dioxidothietan-3-yl)-1H-pyrazolo[4,3-b]pyridine-6-carboxamide